(2-chloropyrimidin-4-yl)-7-fluoro-2-methylbenzo[d]oxazole ClC1=NC=CC(=N1)C1=CC=C(C2=C1N=C(O2)C)F